(1-((2-((1-isopropyl-1H-pyrazolo[4,3-c]pyridin-6-yl)amino)-5-(1,3,4-oxadiazol-2-yl)pyrimidin-4-yl)amino)cyclobutyl)methanol C(C)(C)N1N=CC=2C=NC(=CC21)NC2=NC=C(C(=N2)NC2(CCC2)CO)C=2OC=NN2